NC1=NC(=CC(=C1)N[C@@](CO)(CCCC)C)CC1=CC=C(C=C1)CN1CCCC1 (R)-2-amino-4-((1-hydroxy-2-methylhexan-2-yl)amino)-6-(4-(pyrrolidin-1-ylmethyl)benzyl)pyridin